[Cl-].[Cl-].C(CC=C)C(=[Hf+2](C1=C(C=CC=2C3=CC=C(C=C3CC12)C(C)(C)C)C(C)(C)C)C1C=CC=C1)C (3-buten-1-yl)(methyl)methylene(cyclopentadienyl)(2,7-di-tert-butylfluorenyl)hafnium dichloride